N1(C=NC=C1)C(=O)OC1CN(C1)C1=NC=C(C=C1)C 1-(5-methylpyridin-2-yl)azetidin-3-yl 1H-imidazole-1-carboxylate